FC(C1=CC=C(C=N1)NC(C1=NC(=CC(=C1)OCCOC)N1C=NC=C1)=O)F N-(6-(difluoromethyl)pyridin-3-yl)-6-(1H-imidazol-1-yl)-4-(2-methoxyethoxy)picolinamide